(E)-(2-((Cyclopropanecarbonyl)imino)-4-((2-methoxy-3-(2-methyl-2H-tetrazol-5-yl)phenyl)amino)-5-(methylcarbamoyl)pyridin-1(2H)-yl)methyl 4-((phosphonooxy)methyl)benzoate P(=O)(O)(O)OCC1=CC=C(C(=O)OCN2/C(/C=C(C(=C2)C(NC)=O)NC2=C(C(=CC=C2)C=2N=NN(N2)C)OC)=N/C(=O)C2CC2)C=C1